tert-butyl 6-bromo-1-oxo-3H-isoindole-2-carboxylate BrC1=CC=C2CN(C(C2=C1)=O)C(=O)OC(C)(C)C